hexadecatrienethiocarboxylic acid C(=CC=CC=CCCCCCCCCCC)C(O)=S